COC1=CC=C(C=C1)C1=NOC(=N1)C1CCC(CC1)C(=O)NCC1CN(CC1)C(=O)OC(C)(C)C tert-butyl 3-(((1s,4s)-4-(3-(4-methoxyphenyl)-1,2,4-oxadiazol-5-yl)cyclohexane-1-carboxamido) methyl)pyrrolidine-1-carboxylate